ClC=1C=NC(=C(C(=O)NC2CCC(CC2)CN2C(N(C3=C2C=CC=C3)C=3C=C2C(=NC3)N(C(O2)=O)C)=O)C1)C 5-chloro-2-methyl-N-((1r,4r)-4-((3-(3-methyl-2-oxo-2,3-dihydrooxazolo[4,5-b]pyridin-6-yl)-2-oxo-2,3-dihydro-1H-benzo[d]imidazol-1-yl)methyl)cyclohexyl)nicotinamide